(15-(ethylamino)-15-oxopentadecanoyl)glycine C(C)NC(CCCCCCCCCCCCCC(=O)NCC(=O)O)=O